2-[7-fluoro-2-(hydroxymethyl)inden-5-yl]oxy-N-methyl-acetamide FC=1C=C(C=C2C=C(CC12)CO)OCC(=O)NC